3-Cyclopropyl-2-ethyl-6,7-dihydro-5H-cyclopenta[b]pyridin-4-amine C1(CC1)C=1C(=C2C(=NC1CC)CCC2)N